ClC1=CC(=C(CBr)C(=C1)F)F 4-chloro-2,6-difluorobenzyl bromide